(R)-1-(5-(5-(1-(3,5-Dichloropyridin-4-yl)ethoxy)-1H-indazol-3-yl)-3-fluoropyridin-2-yl)-3-methyl-N-(2-(methylsulfonyl)ethyl)azetidin-3-amine ClC=1C=NC=C(C1[C@@H](C)OC=1C=C2C(=NNC2=CC1)C=1C=C(C(=NC1)N1CC(C1)(NCCS(=O)(=O)C)C)F)Cl